(R)-methyl 4-(1-amino-3-(benzyloxy)propan-2-yl)-7-bromo-3,4-dihydro-2H-thieno[3,4-b][1,4]oxazine-5-carboxylate NC[C@H](COCC1=CC=CC=C1)N1C=2C(OCC1)=C(SC2C(=O)OC)Br